CC(C#N)(CCC)C 2,2-dimethyl-valeronitrile